FC1=CC=C(C=C1)C=1C=C2C(=NC=NC2=C(C1)OCC1(COC1)C)NCC=1N=NC(=CC1)C 6-(4-Fluorophenyl)-8-[(3-methyloxetan-3-yl)methoxy]-N-[(6-methylpyridazin-3-yl)methyl]quinazolin-4-amine